1-((5-(3-cyclopropyl-4-fluorophenyl)-1,2,4-oxadiazol-3-yl)methyl)-N-(3-(trifluoromethyl)phenyl)piperidine-4-carboxamide C1(CC1)C=1C=C(C=CC1F)C1=NC(=NO1)CN1CCC(CC1)C(=O)NC1=CC(=CC=C1)C(F)(F)F